CC(C)(OC(NCCOCCOCCNC(=O)C1=CC(=C(C(=C1)C)C1=CC=CC=2N1N=C(C2CCCOC2=CC=CC1=CC=CC=C21)C(=O)O)C)=O)C 7-(4-((2,2-dimethyl-4-oxo-3,8,11-trioxa-5-azatridecan-13-yl)carbamoyl)-2,6-dimethylphenyl)-3-(3-(naphthalen-1-yloxy)propyl)pyrazolo[1,5-a]pyridine-2-carboxylic acid